ClC1=NC=C(C=C1C(=O)C1(CCN(CC1)C(=O)OC(C)(C)C)C)COC1OCCCC1 tert-butyl 4-[2-chloro-5-(tetrahydropyran-2-yloxymethyl)pyridine-3-carbonyl]-4-methyl-piperidine-1-carboxylate